3-fluoro-2'-(6-fluoro-1-(2-hydroxy-2-methylpropyl)-1H-indol-5-yl)-[1,1'-biphenyl] FC=1C=C(C=CC1)C1=C(C=CC=C1)C=1C=C2C=CN(C2=CC1F)CC(C)(C)O